Phenyl ether sulfite S(=O)(O)O.C1(=CC=CC=C1)OC1=CC=CC=C1